3-(p-isopropylphenyl)propionaldehyde C(C)(C)C1=CC=C(C=C1)CCC=O